3-(((3aR,5s,6aS)-2-(((S)-1,4-dioxan-2-yl)methyl)octahydro-cyclopenta[c]pyrrol-5-yl)amino)-6-(2-methyl-2H-indazol-5-yl)pyridazine-4-carbonitrile O1[C@H](COCC1)CN1C[C@@H]2[C@H](C1)CC(C2)NC=2N=NC(=CC2C#N)C2=CC1=CN(N=C1C=C2)C